(2S,4R)-N-(3-cyano-1-phenyl-propyl)-1-[(2S)-2-(4-cyclopropyltriazol-1-yl)-3,3-dimethyl-butanoyl]-4-hydroxy-pyrrolidine-2-carboxamide C(#N)CCC(C1=CC=CC=C1)NC(=O)[C@H]1N(C[C@@H](C1)O)C([C@H](C(C)(C)C)N1N=NC(=C1)C1CC1)=O